C1(=CC(=CC=C1)COC=1C(=CC2=C(N=C[C@H]3N(C2=O)CCC(=C3)C3=CC=C(C=C3)OC)C1)OC)COC=1C(=CC3=C(N=C[C@H]2N(C3=O)CCC(=C2)C2=CC=C(C=C2)OC)C1)OC (6aS,6a'S)-3,3'-((1,3-Phenylenebis(methylene))bis(oxy))bis(2-methoxy-8-(4-methoxyphenyl)-9,10-dihydrobenzo[e]pyrido[1,2-a][1,4]diazepin-12(6aH)-one)